C(C=C)(=O)N1C[C@@H](N(C[C@H]1C)C1=NC(N2C3=C(C(=C(C=C13)Cl)C1=CC=CC3=CC=CC=C13)OC[C@H]2CN2CCN(CC2)C)=O)C (3R,10R)-7-((2S,5R)-4-acryloyl-2,5-dimethylpiperazin-1-yl)-9-chloro-3-((4-methylpiperazin-1-yl)methyl)-10-(naphthalen-1-yl)-2H-[1,4]-oxazino[2,3,4-ij]-quinazolin-5(3H)-one